O1C(C1)CN1C(C=2C=CC3=C(C2C1)C=C(C=C3)C=3SC=CN3)=O 2-[(oxiran-2-yl)methyl]-8-(1,3-thiazol-2-yl)-1H,2H,3H-benzo[e]isoindol-3-one